ClC1=C(CNC(=O)[C@]2(C=3C=C(C=NC3C(CC2)=O)C)F)C=CC(=C1)F (S)-N-(2-chloro-4-fluorobenzyl)-5-fluoro-3-methyl-8-oxo-5,6,7,8-tetrahydro-quinoline-5-carboxamide